N[C@H](C=1N=C2N(N=CC(=C2)[C@@H](CC)NC(CC2CC(C2)(F)F)=O)C1)C1CCC(CC1)(F)F |o1:10| N-((R*)-1-(2-((S)-Amino(4,4-difluorocyclohexyl)methyl)imidazo[1,2-b]pyridazin-7-yl)propyl)-2-(3,3-difluorocyclobutyl)acetamide